FC1=C(C=CC(=C1)OC)C1=C(C=CC=C1)[N+](=O)[O-] 2-fluoro-4-methoxy-2'-nitro-1,1'-biphenyl